3-(4-amino-7-(cyclopropanecarbonyl)-3-((1-methyl-1H-benzo[d]imidazol-5-yl)ethynyl)-1H-pyrazolo[4,3-c]pyridin-1-yl)pyrrolidin NC1=NC=C(C2=C1C(=NN2C2CNCC2)C#CC2=CC1=C(N(C=N1)C)C=C2)C(=O)C2CC2